3-ethylsulfonylpyridine-2-carboxylic acid methyl ester COC(=O)C1=NC=CC=C1S(=O)(=O)CC